N1CC=C2N1CC1(C=C2)CC1 dihydro-7'H-spiro[cyclopropane-1,6'-pyrazolo[1,5-a]pyridine]